1-(3-fluorophenyl)-3-methyl-1H-indazole-5-carboxylic acid FC=1C=C(C=CC1)N1N=C(C2=CC(=CC=C12)C(=O)O)C